{5-[di(tert-butyl)(fluoro)silyl]-1-methyl-3-pyrazolylamino}acetic acid C(C)(C)(C)[Si](C1=CC(=NN1C)NCC(=O)O)(F)C(C)(C)C